N-cycloheptyl-4-hydroxy-1-(2-morpholinoethyl)-2-oxo-1,2-dihydro-1,8-naphthyridine-3-carboxamide C1(CCCCCC1)NC(=O)C=1C(N(C2=NC=CC=C2C1O)CCN1CCOCC1)=O